methyl 7-bromo-2-methyl-3-oxo-1,2,3,4-tetrahydroquinoxaline-6-carboxylate BrC1=C(C=C2NC(C(NC2=C1)C)=O)C(=O)OC